2,2'-[thianthrene-2,8-diylbis(oxyethane-2,1-diyloxy[1,1'-binaphthalene]-2',2-diyloxy)]di(ethan-1-ol) C1=C(C=CC=2SC3=CC=C(C=C3SC12)OCCOC1=C(C2=CC=CC=C2C=C1)C1=C(C=CC2=CC=CC=C12)OCCO)OCCOC1=C(C2=CC=CC=C2C=C1)C1=C(C=CC2=CC=CC=C12)OCCO